C[C@]12CC(C[C@](CCC1)(N2)C)SC2=CN=C(N=N2)C=2C(=CC(=NC2)N2C=NC=C2)O 5-(6-(((1R,3s,5S)-1,5-dimethyl-9-azabicyclo[3.3.1]nonan-3-yl)thio)-1,2,4-triazin-3-yl)-2-(1H-imidazol-1-yl)pyridin-4-ol